C[C@H]1CCC[C@]2(C1=C[C@H]3[C@@H](C2)OC(=O)C3=C)C The molecule is a sesquiterpene lactone that is 3a,5,6,7,8,8a,9,9a-octahydronaphtho[2,3-b]furan-2-one bearing two methyl substituents at positions 5 and 8a as well as a methylidene substituent at position 3. It has a role as a plant metabolite, an apoptosis inducer and an antineoplastic agent. It is a sesquiterpene lactone, a naphthofuran and an olefinic compound.